(S)-2-((2-(4-cyano-phenyl)propyl)-amino)-N-(5-(4-Ethyl-3-oxopiperazin-1-yl)-pyridin-2-yl)-2-phenylacetamide C(#N)C1=CC=C(C=C1)C(CN[C@H](C(=O)NC1=NC=C(C=C1)N1CC(N(CC1)CC)=O)C1=CC=CC=C1)C